C(C)(C)(C)OC(=O)N1CC(C1)CN1C(N(C(C1(C)C)=O)C1=CC(=C(C=C1)C#N)C(F)(F)F)=O 3-((3-(4-cyano-3-(trifluoromethyl)phenyl)-5,5-dimethyl-2,4-dioxoimidazolidin-1-yl)methyl)azetidine-1-carboxylic acid tert-butyl ester